N[C@H]1[C@@H](C1)NC(C1=C(C=C(C=C1)NC=1C=2N(C=CN1)C(=CN2)C2=C(C(=C(C=C2)OC)F)F)CC)=O |r| rac-N-((1R,2R)-2-aminocyclopropyl)-4-((3-(2,3-difluoro-4-methoxyphenyl)imidazo[1,2-a]pyrazin-8-yl)amino)-2-ethylbenzamide